O=C(C(=O)O)NNC(=O)C1(COCC1)C1=CC=CC=C1 2-oxo-2-(2-(3-phenyltetrahydrofuran-3-carbonyl)hydrazino)acetic acid